(R)-6-(diethylphosphoryl)-2-methyl-N-(1-(3-nitro-5-(trifluoromethyl)phenyl)ethyl)-7-(pyrrolidin-1-yl)pyrido[2,3-d]pyrimidin-4-amine C(C)P(=O)(CC)C1=CC2=C(N=C(N=C2N[C@H](C)C2=CC(=CC(=C2)C(F)(F)F)[N+](=O)[O-])C)N=C1N1CCCC1